C1(=CC=CC=C1)C=1N=C(OC1C1=CC=CC=C1)SC(C)C(CC)=O 2-(4,5-diphenyloxazol-2-yl)sulfanylpentan-3-one